ClC=1C=C(C#N)C=C(C1)\C=C\C (E)-3-chloro-5-(prop-1-en-1-yl)benzonitrile